N-(4,6-diamino-2-(7-fluoro-1-(2-fluorobenzyl)-1H-indazol-3-yl)pyrimidin-5-yl)tetrahydrofuran-3-carboxamide NC1=NC(=NC(=C1NC(=O)C1COCC1)N)C1=NN(C2=C(C=CC=C12)F)CC1=C(C=CC=C1)F